NC1=NC=NN2C1=C(C(=N2)C2=C(C=C(C=C2)NC(C(=C)F)=O)OC)C2=CC(=C(C(=O)NC13CC(C1)C3)C=C2)OC 4-(4-amino-6-(4-(2-fluoroacrylamido)-2-methoxyphenyl)pyrazolo[5,1-f][1,2,4]triazin-5-yl)-N-(bicyclo[1.1.1]pentan-1-yl)-2-methoxybenzamide